OCCOCCOCCOCCOCCOCCOCCOCCOCCC1=C(C=CC(=C1)C)S(=O)(=O)O.CC1(CC=C(CC1)C=1SC=CN1)C 2-(4,4-dimethylcyclohex-1-en-1-yl)thiazol 2-[2-[2-[2-[2-[2-[2-[2-(2-hydroxyethoxy)ethoxy]ethoxy]ethoxy]ethoxy]ethoxy]ethoxy]ethoxy]ethyl-4-methylbenzenesulfonate